cyanopurine C1=C2C(=NC(=N1)C#N)N=CN2